4-((1-Benzyl-1H-pyrazol-4-yl)methylene)-2-(4-isopropoxyphenyl)oxazol-5(4H)-one C(C1=CC=CC=C1)N1N=CC(=C1)C=C1N=C(OC1=O)C1=CC=C(C=C1)OC(C)C